NC[C@@H](C(=O)OC)NC(=O)OC(C)(C)C (S)-Methyl 3-amino-2-((tert-butoxycarbonyl)amino)propanoate